(4-(5-(2,6-difluoro-4-((isopropylamino)methyl)phenyl)-1H-pyrazolo[3,4-c]pyridin-3-ylcarbamoyl)phenyl)piperazine-1-carboxylic acid methyl ester COC(=O)N1C(CNCC1)C1=CC=C(C=C1)C(NC1=NNC2=CN=C(C=C21)C2=C(C=C(C=C2F)CNC(C)C)F)=O